ClC1=CN=C(S1)C(=O)N[C@@H]1C[C@@H](CCC1)N1C(=NC=2C=NC(=CC21)O[C@@H]2COCC2)C2=C(C=CC=C2)F 5-chloro-N-((1S,3R)-3-(2-(2-fluorophenyl)-6-(((S)-tetrahydrofuran-3-yl)oxy)-1H-imidazo[4,5-c]pyridin-1-yl)cyclohexyl)thiazole-2-carboxamide